ClC=1C=C(OC2=CC=C(C(=C2C#N)NCC)S(=O)(=O)C(F)(F)F)C=C(C1)F 6-(3-chloro-5-fluoro-phenoxy)-2-(ethylamino)-3-(trifluoromethylsulfonyl)benzonitrile